FC(C(=O)[O-])(F)F.C(CCCCCCCC)(=O)OCC(CC(=O)O[C@H]1C[NH2+]C[C@@H]1OC(CC(COC(CCCCCCCC)=O)COC(CCCCCCCC)=O)=O)COC(CCCCCCCC)=O (3S,4S)-3,4-bis((4-(nonanoyloxy)-3-((nonanoyloxy)methyl)butanoyl)oxy)pyrrolidin-1-ium trifluoroacetate